C[N+](CCCCCCCCCCCCCCCC)(CCNC(=O)C=1N(C=C(C1)NC(=O)C=1N(C=C(C1)NC(C1=CC=C(C=C1)\C=C\C=1C=NC2=CC=CC=C2C1)=O)C)C)C (E)-N,N-dimethyl-N-(2-(1-methyl-4-(1-methyl-4-(4-(2-(quinolin-3-yl)vinyl)benzamido)-1H-pyrrole-2-carboxamido)-1H-pyrrole-2-carboxamido)ethyl)hexadecan-1-aminium